(R)-5-amino-2-methyl-N-(1-(naphthalen-1-yl)ethyl)benzamide NC=1C=CC(=C(C(=O)N[C@H](C)C2=CC=CC3=CC=CC=C23)C1)C